ClC=1C(=C(C=CC1)NC(C1=CC(=CC=C1)S(=O)(=O)N1CCC2=CC=CC=C12)=O)C N-(3-chloro-2-methylphenyl)-3-(indolin-1-ylsulfonyl)benzamide